N-[2-[[4-[[5-[4-(Cyanomethoxy)-2,3-difluorophenyl]-1-methylimidazol-2-carbonyl]amino]-2-methylbenzoyl]amino]ethyl]piperidin-4-carboxamid C(#N)COC1=C(C(=C(C=C1)C1=CN=C(N1C)C(=O)NC1=CC(=C(C(=O)NCCNC(=O)C2CCNCC2)C=C1)C)F)F